C(C)C=1C(OC2=C(C1N1CCOCC1)C=CC(=C2)NC2=NC=CC(=N2)C2=C(C=CC=C2)OC)=O 3-ethyl-7-{[4-(2-methoxyphenyl)pyrimidin-2-yl]amino}-4-morpholino-2H-benzopyran-2-one